N1(N=CC=C1)C1=CC=CC(=N1)C(=O)O 6-(1H-pyrazol-1-yl)picolinic acid